(Z)-6-((1-fluoroprop-1-en-1-yl)amino)-4-((2-methoxy-3-(1-methyl-1H-1,2,4-triazol-3-yl)phenyl)amino)-N-(methyl-d3)pyridazine-3-carboxamide F\C(=C/C)\NC1=CC(=C(N=N1)C(=O)NC([2H])([2H])[2H])NC1=C(C(=CC=C1)C1=NN(C=N1)C)OC